C1(CC1)C1=C(C(=NO1)C1=C(C=CC=C1Cl)Cl)CO[C@H]1[C@@H]2CN([C@H](C1)C2)C2=CC(=C(C=C2)CCC(=O)O)F 3-(4-((1S,4S,5R)-5-((5-cyclopropyl-3-(2,6-dichlorophenyl)isoxazol-4-yl)methoxy)-2-azabicyclo[2.2.1]heptan-2-yl)-2-fluorophenyl)propanoic acid